2-chloro-4-[[5-[3-(difluoromethyl)-1,2,4-oxadiazol-5-yl]-4-[[(1S)-2-hydroxy-1-phenyl-ethyl]amino]pyrimidin-2-yl]amino]benzamide ClC1=C(C(=O)N)C=CC(=C1)NC1=NC=C(C(=N1)N[C@H](CO)C1=CC=CC=C1)C1=NC(=NO1)C(F)F